C1(CC1)C=1C(=C(C=CC1)SC1=C(N=C(N=N1)C)C(=O)NCC(F)(F)C1=C(C=C(C=C1)C)C)F 6-[(3-cyclopropyl-2-fluorophenyl)sulfanyl]-N-[2-(2,4-dimethylphenyl)-2,2-difluoroethyl]-3-methyl-1,2,4-triazine-5-carboxamide